ClC=1C=2N(C=CN1)C(=CN2)C=2C(=NN(C2)C(C2=CC=CC=C2)(C2=CC=CC=C2)C2=CC=CC=C2)C(=O)N 4-(8-chloroimidazo[1,2-a]pyrazin-3-yl)-1-trityl-pyrazole-3-carboxamide